N,N-Diethyl-m-toluamid C(C)N(C(=O)C=1C=C(C=CC1)C)CC